C(C)(C)(C)OC(=O)N1CCC(CC1)N1N=NC(=C1C)C=1C=C(C=2N(C1)N=CC2Cl)OCC(=O)C2=NC=C(C=C2)F 4-[4-[3-chloro-4-[2-(5-fluoro-2-pyridinyl)-2-oxo-ethoxy]pyrazolo[1,5-a]pyridin-6-yl]-5-methyl-triazol-1-yl]piperidine-1-carboxylic acid tert-butyl ester